CNC(=O)C=1N=C(C2=CC=CC=C2C1)N1CCCC2=CC(=C(C=C12)C(F)F)C1=NN(C=C1)C 1-[7-difluoromethyl-6-(1-methyl-1H-pyrazol-3-yl)-3,4-dihydro-2H-quinolin-1-yl]-isoquinoline-3-carboxylic acid methylamide